Cl.ClC=1C(=C(C=CC1)NC1NCC(C1)C)C N-(3-Chloro-2-methylphenyl)-4-methylpyrrolidin-2-amine hydrochloride